C(#N)C(CC(C)C)NC(=O)C=1C=CC2=C(N(C(=N2)C(C(F)(F)F)(O)C2=CC=C(C=C2)F)CC)C1 N-(1-Cyano-3-methylbutyl)-1-ethyl-2-(2,2,2-trifluoro-1-(4-fluorophenyl)-1-hydroxyethyl)-1H-benzo[d]imidazole-6-carboxamide